2-[(6-bromo-4-fluoro-benzimidazol-1-yl)methoxy]ethyl-trimethyl-silane BrC=1C=C(C2=C(N(C=N2)COCC[Si](C)(C)C)C1)F